isopropyl (S)-6-diazo-2-((R)-2-methoxy-2-(thiophen-2-yl)acetamido)-5-oxohexanoate [N+](=[N-])=CC(CC[C@@H](C(=O)OC(C)C)NC([C@H](C=1SC=CC1)OC)=O)=O